2-hydroxy-3-morpholinopropansulfonic acid OC(CS(=O)(=O)O)CN1CCOCC1